methyl-α-methoxycarbonyl-β-methoxycinnamate COC(C(=C(C1=CC=CC=C1)OC)C(=O)OC)=O